C(C)C1=C(C=CC(=C1)N1C[C@H]2CC[C@@H](C1)N2C)NC2=NC=C(C(=N2)NCCCN2C(OCCC2)=O)C(F)(F)F 3-(3-((2-((2-Ethyl-4-((1R,5S)-8-methyl-3,8-diazabicyclo[3.2.1]octan-3-yl)phenyl)amino)-5-(trifluoromethyl)pyrimidin-4-yl)amino)propyl)-1,3-oxazinan-2-on